N-(cyclopropylmethyl)-4-morpholino-2-[(5-phenyl-1H-pyrazol-3-yl)amino]furo[3,2-d]pyrimidine-6-carboxamide C1(CC1)CNC(=O)C1=CC=2N=C(N=C(C2O1)N1CCOCC1)NC1=NNC(=C1)C1=CC=CC=C1